CC(C)(C)C1=CC2=C(C=C1)C3=NC4=NC(=NC5=C6C=C(C=CC6=C([N-]5)N=C7C8=C(C=CC(=C8)C(C)(C)C)C(=N7)N=C2[N-]3)C(C)(C)C)C9=C4C=C(C=C9)C(C)(C)C.[Zn+2] Zinc 2,9,16,23-tetra-tert-butyl-29H,31H-phthalocyanine